3-ethyl-2-oxo-N-(2-oxo-3,4-dihydro-1H-quinolin-6-yl)-1H-pyridine C(C)C=1C(N(C=CC1)C=1C=C2CCC(NC2=CC1)=O)=O